BrC1=CC=2C(C=3C=CC=C4OC=5C=CC=C6C5N(C34)C2C(C6(C)C)=C1)(C)C 10-bromo-8,8,12,12-tetramethyl-8,12-dihydrobenzo[9,1]quinolizino[3,4,5,6,7-klmn]phenoxazine